N1(CCOCC1)C1CCN(CC1)NC1=CC=CC=C1 [4-(Morpholin-4-yl)piperidin-1-yl]aniline